C1(CC1)NC[C@H]1CN(C[C@H]1F)C1=C(C=C2C(C(=CN(C2=C1OC)CCF)C(=O)O)=O)F 7-[(3S,4S)-3-{(cyclopropylamino)methyl}-4-fluoropyrrolidin-1-yl]-6-fluoro-1-(2-fluoroethyl)-8-methoxy-4-oxo-1,4-dihydro-quinoline-3-carboxylic acid